4-(3-bromo-4-fluorobenzyl)-7-fluorophthalazin-1(2H)-one BrC=1C=C(CC2=NNC(C3=CC(=CC=C23)F)=O)C=CC1F